ClC=1C=CC2=C(C(N(S2(=O)=O)[C@@H]([C@@H](C)C2=C(C(=CC=C2F)C)C)C2=NNC(O2)=O)=O)C1 5-((1S,2S)-1-(5-chloro-1,1-dioxo-3-oxobenzo[d]isothiazol-2(3H)-yl)-2-(6-fluoro-2,3-dimethylphenyl)propyl)-1,3,4-oxadiazol-2(3H)-one